ClC1=CC(=C(C=C1)CCC(=O)N[C@H](C(=O)NC(C[C@H]1C(NCC1)=O)C(C(=O)NC1CC1)=O)CC(C)(C)C)OC(F)F (2S)-2-(3-(4-chloro-2-(difluoromethoxy)phenyl)propanamido)-N-(4-(cyclopropylamino)-3,4-dioxo-1-((S)-2-oxopyrrolidin-3-yl)butan-2-yl)-4,4-dimethylpentanamide